ethyl (S,E)-4-((1R,3S,4R)-2-((3-chlorophenyl)-L-leucyl)-5,5-difluoro-2-azabicyclo[2.2.2]octane-3-carboxamido)-2-fluoro-5-((S)-2-oxopyrrolidin-3-yl)pent-2-enoate ClC=1C=C(C=CC1)N[C@@H](CC(C)C)C(=O)N1[C@H]2CC([C@@H]([C@H]1C(=O)N[C@H](/C=C(\C(=O)OCC)/F)C[C@H]1C(NCC1)=O)CC2)(F)F